mono1-phenyl-3-methyl-5-pyrazolone C1(=CC=CC=C1)N1N=C(CC1=O)C